1-(5-hydroxy-2-(5-p-tolyl-1H-imidazol-2-yl)piperidin-1-yl)-2-methylsulfanylpropan-1-one OC1CCC(N(C1)C(C(C)SC)=O)C=1NC(=CN1)C1=CC=C(C=C1)C